FC1=C(C=C(C=C1)C(O)C=1N=NC=CC1)C1=NC=NC2=CC(=CC=C12)N1CCOCC1 [4-Fluoro-3-(7-morpholin-4-yl-quinazolin-4-yl)phenyl]-pyridazin-3-ylmethanol